(2-amino-2-methylpropyl)phenol NC(CC1=C(C=CC=C1)O)(C)C